ClC=1C=C(C=CC1Cl)N1CCC(CC1)C(=O)NCC1=C(C(=C(C=C1)C(F)(F)F)C=1NC(C=C(N1)C(F)(F)F)=O)F 1-(3,4-dichlorophenyl)-N-{2-fluoro-3-[6-oxo-4-(trifluoromethyl)-1,6-dihydropyrimidin-2-yl]-4-(trifluoromethyl)benzyl}piperidine-4-carboxamide